2-chloro-5,7-dihydrospiro[cyclopenta[b]pyridine-6,4'-piperidine]-1'-carboxylate ClC1=CC=C2C(=N1)CC1(CCN(CC1)C(=O)[O-])C2